S(=O)(=O)(O)O.C(=CC1=CC=CC=C1)C1=C(C(=C(C=C1)OC1=C(C(=C(C=C1)C=CC1=CC=CC=C1)C=CC1=CC=CC=C1)C=CC1=CC=CC=C1)C=CC1=CC=CC=C1)C=CC1=CC=CC=C1 mono(tristyrylphenyl) ether sulfate